C(C=C)(=O)OC(C)(CCSCC=C)C 4-(allylthio)-2-methylbutan-2-yl acrylate